tert-butyl 3-[[3-(2,6-dioxo-3-piperidyl)phenyl]methyl]-3-fluoro-azetidine-1-carboxylate O=C1NC(CCC1C=1C=C(C=CC1)CC1(CN(C1)C(=O)OC(C)(C)C)F)=O